4-(1-amino-3-hydroxy-2-oxocyclohexyl)benzonitrile oxalate C(C(=O)O)(=O)O.NC1(C(C(CCC1)O)=O)C1=CC=C(C#N)C=C1